C(#N)C1=CC(=C(C=C1)CON1N=C(C=C1)C1CCN(CC1)CC1=NC2=C(N1CC=1OC=CN1)C=C(C=C2)C(=O)OC)F methyl 2-[(4-{1-[(4-cyano-2-fluorophenyl)methoxy]-1H-pyrazol-3-yl}piperidin-1-yl)methyl]-1-[(1,3-oxazol-2-yl)methyl]-1H-benzimidazole-6-carboxylate